(R)-1'-(5-Amino-1-(4-(trifluoromethyl)tetrahydro-2H-pyran-4-yl)-1H-pyrazole-4-carbonyl)-6-chloro-5-fluorospiro[benzo[d][1,3]oxazine-4,3'-piperidin]-2(1H)-one NC1=C(C=NN1C1(CCOCC1)C(F)(F)F)C(=O)N1C[C@@]2(CCC1)C1=C(NC(O2)=O)C=CC(=C1F)Cl